FC=1C(=C2C=CN=CC2=CC1)C=O 6-fluoro-5-formylisoquinoline